1-(2-(4-cyanophenyl)-3-(p-tolyl)indolizidin-8-yl)piperidin-3-yl-carbamate C(#N)C1=CC=C(C=C1)C1CC2C(CCCN2C1C1=CC=C(C=C1)C)N1CC(CCC1)NC([O-])=O